2-({4-[2-(4-chloro-2-fluorophenyl)-1,3-benzodioxol-4-yl]piperidin-1-yl}methyl)-1-(2-methoxyethyl)-1H-benzimidazole-6-carboxylic acid methyl ester COC(=O)C=1C=CC2=C(N(C(=N2)CN2CCC(CC2)C2=CC=CC=3OC(OC32)C3=C(C=C(C=C3)Cl)F)CCOC)C1